N(=[N+]=[N-])CC1=CC2=C(C=N1)C=C(N2)CNCC21CC(C2)(C1)F 1-[6-(azidomethyl)-1H-pyrrolo[3,2-c]pyridin-2-yl]-N-[(3-fluoro-1-bicyclo[1.1.1]pentanyl)methyl]methanamine